N-(4-methyl-3-(trifluoromethyl)phenyl)-3-(3-(4,4,5,5-tetramethyl-1,3,2-dioxaborolan-2-yl)phenyl)propanamide CC1=C(C=C(C=C1)NC(CCC1=CC(=CC=C1)B1OC(C(O1)(C)C)(C)C)=O)C(F)(F)F